C1(CCCCC1)C(C(=O)NC1CCCCC1)N1C(=NC2=C1C=CC=C2)C2=CC=C(C=C2)OC2=CC=CC=C2 2,N-dicyclohexyl-2-[2-(4-phenoxy-phenyl)-benzimidazol-1-yl]-acetamide